6,6-dimethyl-3-azabicyclo[3.1.0]hexane-2-carboxylic acid CC1(C2CNC(C12)C(=O)O)C